tert-butyl (8-bromo-6-chloroquinolin-3-yl)(methyl)carbamate BrC=1C=C(C=C2C=C(C=NC12)N(C(OC(C)(C)C)=O)C)Cl